4-amino-N-(7-(4,4-difluoropiperidin-1-yl)furo[2,3-c]pyridin-5-yl)-5-methyl-2-(6-azaspiro[2.5]octan-6-yl)benzamide NC1=CC(=C(C(=O)NC=2C=C3C(=C(N2)N2CCC(CC2)(F)F)OC=C3)C=C1C)N1CCC3(CC3)CC1